(5-(1-hydroxy-2-nitropropyl)furan-2-yl)(4-(5-(trifluoromethyl)pyrimidin-2-yl)piperazin-1-yl)methanone OC(C(C)[N+](=O)[O-])C1=CC=C(O1)C(=O)N1CCN(CC1)C1=NC=C(C=N1)C(F)(F)F